2,5-Di(formyl)furan C(=O)C=1OC(=CC1)C=O